ClC=1C=C2C=NC(=NC2=CC1C1CCN(CC1)C1(COC1)C)NC=1C=NN(C1)C12CC(C1)(C2)CO {3-[4-({6-chloro-7-[1-(3-methyloxetan-3-yl)piperidin-4-yl]quinazolin-2-yl}amino)-1H-pyrazol-1-yl]bicyclo[1.1.1]pentan-1-yl}methanol